CNC(=O)C1=CC(=CC=2[C@@H](COC21)C2=CC=CC=C2)C(=O)NC2=NN(N=C2)C |o1:9| (S*)-N7-Methyl-N5-(2-methyl-2H-1,2,3-triazol-4-yl)-3-phenyl-2,3-dihydrobenzofuran-5,7-dicarboxamid